OCCCNCC=1C=CC=NC1OC 5-(((3-hydroxypropyl)amino)methyl)-6-methoxypyridin